CNC1=CC(=CC=C1)C=1CCC(CN1)C N-methyl-3-(3-methyl-2,3,4,5-tetrahydropyridin-6-yl)Aniline